ClC1=C(C(=C(C=C1)N1C(C2=CC=CC=C2C1=O)=O)N(CC=C)CC=C)F 2-(4-chloro-2-(diallylamino)-3-fluorophenyl)isoindoline-1,3-dione